FC1(CN(CCC1NC(OC(C)(C)C)=O)C=1C=NC(=CC1)[N+](=O)[O-])F tert-butyl (3,3-difluoro-1-(6-nitropyridin-3-yl)piperidin-4-yl)carbamate